O=C1C2=CC=CC=C2C(C=2C=CC=CC12)=O 9,10-dioxo-9,10-dihydroanthracene